cis-rac-1-(1-(1,4-dioxan-2-yl)ethyl)-6-chloro-1H-pyrazolo[3,4-b]pyrazine O1C(COCC1)C(C)N1N=CC=2C1=NC(=CN2)Cl